ClC1=NC=CC(=C1F)CN1C(CC(CC1)(C(=O)O)CC1=NC(=CC=C1F)NC=1SC=CN1)C 1-((2-chloro-3-fluoropyridin-4-yl)methyl)-4-((3-fluoro-6-(thiazol-2-ylamino)pyridin-2-yl)methyl)-2-methylpiperidine-4-carboxylic acid